1,6-bis(hydroxyethoxy)naphthalene OCCOC1=CC=CC2=CC(=CC=C12)OCCO